[Cl-].[Cl-].N(=NC(C)(C)C=1N(CC[N+]1C)C)C(C)(C)C=1N(CC[N+]1C)C 2,2'-[diazene-1,2-diylbis(propane-2,2-diyl)]bis(1,3-dimethyl-4,5-dihydro-1H-imidazole-3-ium) dichloride